C(C)(=O)C=1C=C(C=CC1)C1=CC(=CC=C1)CC(=O)O (3'-ACETYL-BIPHENYL-3-YL)-ACETIC ACID